BrC1=NC=C(C(=N1)C1=CN=C2N1C=C(N=C2)C(C)=O)F 1-[3-(2-bromo-5-fluoro-pyrimidin-4-yl)imidazo[1,2-a]pyrazin-6-yl]ethanone